(8-(5-((3,4-dichlorophenyl)difluoromethyl)-1,3,4-oxadiazol-2-yl)-2-((R)-2,2-difluorocyclopropane-1-carbonyl)-2,6-diazaspiro[3.4]octan-6-yl)(3-hydroxy-1H-pyrazol-5-yl)methanone ClC=1C=C(C=CC1Cl)C(C1=NN=C(O1)C1CN(CC12CN(C2)C(=O)[C@@H]2C(C2)(F)F)C(=O)C2=CC(=NN2)O)(F)F